N-methyl-N-butyl-N-dodecyl-hydroxyethyl-ammonium bromide salt [Br-].C[N+](CCCCCCCCCCCC)(CCCC)CCO